2-methyl-7-(methylsulfanyl)-4-[4-(trifluoromethyl)-phenyl]pyrazolo[4,3-b]indole CN1N=C2C(N(C=3C=CC(=CC23)SC)C2=CC=C(C=C2)C(F)(F)F)=C1